ClC1=C(C(=CC=C1)C)C1=CC=NC2=CC(=CC=C12)O[C@@H](C(=O)N1C[C@H](CCC1)CC(=O)O)C 2-[(3R)-1-[(2R)-2-[[4-(2-chloro-6-methyl-phenyl)-7-quinolyl]oxy]propanoyl]-3-piperidyl]acetic acid